3-(5-(2,7-diazaspiro[3.5]nonan-7-yl)pyridin-2-yl)piperidine-2,6-dione C1NCC12CCN(CC2)C=2C=CC(=NC2)C2C(NC(CC2)=O)=O